(4aS,8aS)-1-((benzyloxy)methyl)-5,5,8a-trimethyloctahydronaphthalen-2(1H)-one C(C1=CC=CC=C1)OCC1C(CC[C@H]2C(CCC[C@]12C)(C)C)=O